6-hydroxy-3-(3,5-dimethoxyphenyl)-4-benzofurancarboxylic acid 4-acetylphenyl ester C(C)(=O)C1=CC=C(C=C1)OC(=O)C=1C=C(C=C2C1C(=CO2)C2=CC(=CC(=C2)OC)OC)O